[O-2].[Li+].[Sn+4] tin lithium oxide